(2R,7aS)-2-fluorotetrazine FN1NC=CN=N1